((3R)-4-amino-3-methyl-1,3-dihydrofuro[3,4-c][1,7]naphthyridin-8-yl)((3R,5S)-3-(6-chloro-3-pyridinyl)-5-methyl-4-morpholinyl)methanone NC1=NC=2C=NC(=CC2C2=C1[C@H](OC2)C)C(=O)N2[C@@H](COC[C@@H]2C)C=2C=NC(=CC2)Cl